(R)-N-(2-(4-Cyanothiazolidin-3-yl)-2-oxoethyl)-6-(3-fluoro-3-(trifluoromethyl)azetidin-1-yl)quinoline-4-carboxamide C(#N)[C@H]1N(CSC1)C(CNC(=O)C1=CC=NC2=CC=C(C=C12)N1CC(C1)(C(F)(F)F)F)=O